ClC=1C=C(C=CC1F)N1CSC=C1 N-(3-chloro-4-fluorophenyl)-thiazole